CC=1C=C2C3=C(C(OC2=CC1O[Si](C)(C)C(C)(C)C)(C)C)C=C(C(=C3)C)O[Si](C)(C)C(C)(C)C ((2,6,6,9-tetramethyl-6H-benzo[c]chromene-3,8-diyl)bis(oxy))bis(t-butyldimethylsilane)